OCC1(CC1)NS(=O)(=O)C1=CC(=CC=C1)C(=O)N1CC2(C3=CC(=CC=C13)NS(=O)(=O)C)CCC1(CC2)CC1 N-(1-(hydroxymethyl)cyclopropyl)-3-(5''-(methylsulfonamido)dispiro[cyclopropane-1,1'-cyclohexane-4',3''-indoline]-1''-carbonyl)benzenesulfonamide